Cl.ClC=1C=NC(=NC1)C=1C=C2CCNCC2=CC1 6-(5-Chloropyrimidin-2-yl)-1,2,3,4-tetrahydroisoquinoline hydrochloride